N'-acetyl-4-amino-N-[[2-fluoro-4-(3-hydroxy-3-methyl-but-1-ynyl)phenyl]methyl]-N',1-dimethyl-pyrazolo[4,3-c]quinoline-8-carbohydrazide C(C)(=O)N(N(C(=O)C1=CC=2C3=C(C(=NC2C=C1)N)C=NN3C)CC3=C(C=C(C=C3)C#CC(C)(C)O)F)C